tert-butyl (tert-butoxycarbonyl)(4-fluoro-5-hydroxypyridin-2-yl)carbamate C(C)(C)(C)OC(=O)N(C(OC(C)(C)C)=O)C1=NC=C(C(=C1)F)O